N-(4-(4-amino-3-(4-((6-chloropyridin-2-yl)oxy)-3-fluorophenyl)-7-cyano-1-methyl-1H-pyrrolo[3,2-c]pyridin-2-yl)-3-fluorophenyl)methacrylamide NC1=NC=C(C2=C1C(=C(N2C)C2=C(C=C(C=C2)NC(C(=C)C)=O)F)C2=CC(=C(C=C2)OC2=NC(=CC=C2)Cl)F)C#N